C1(CCC1)N(C(OC(C)(C)C)=O)[C@H]1CN(CC1)C=1N=NC(=CC1)C1=C(C=C(C=C1)C1=CN=NC(=C1)OC)OCOC tert-butyl N-cyclobutyl-N-[(3R)-1-{6-[2-(methoxymethoxy)-4-(6-methoxypyridazin-4-yl)phenyl]pyridazin-3-yl}pyrrolidin-3-yl]carbamate